FC1=C(C(=C(C(=C1SC1CCCC1)F)F)F)F Cyclopentyl pentafluorophenyl sulfide